2-(3-chlorophenyl)-2-methyl-1-phenylpropyl ((S)-3-(3,4-dichlorophenyl)-1-(((S)-1-hydroxy-3-((S)-2-oxopyrrolidin-3-yl)propan-2-yl)amino)-1-oxo propan-2-yl)carbamate ClC=1C=C(C=CC1Cl)C[C@@H](C(=O)N[C@H](CO)C[C@H]1C(NCC1)=O)NC(OC(C(C)(C)C1=CC(=CC=C1)Cl)C1=CC=CC=C1)=O